C(C)(CC)C1C(NC2=C(CN1C(=O)N1CCN(CC1)C)C=CC=C2)=O 3-(sec-butyl)-4-(4-methylpiperazine-1-carbonyl)-1,3,4,5-tetrahydro-2H-benzo[1,4]diazepin-2-one